FC(C1=NC(=NC=C1)C12CC(C1)(C2)NC(OC(C)(C)C)=O)(F)F tert-butyl (3-(4-(trifluoromethyl)pyrimidin-2-yl)bicyclo[1.1.1]pentan-1-yl)carbamate